5-bromo-1-chloro-2-(difluoromethyl)-3-fluorobenzene BrC=1C=C(C(=C(C1)Cl)C(F)F)F